C1(CCC1)C=1C(=C(C(=O)O)C=C(C1)C(=O)OC)CC cyclobutyl-2-ethyl-5-(methoxycarbonyl)benzoic acid